CC(C(=O)OC(C(C)(C)C)=O)(C)C trimethylacetic Anhydride